3-(2-methoxy-5-(ethylsulfanyl)-4-(trifluoromethyl)phenyl)pyridine COC1=C(C=C(C(=C1)C(F)(F)F)SCC)C=1C=NC=CC1